6-chloro-2-isopropyl-1,2,4,5-tetrahydro-3H,8H-2a,7,8a-triaza-acenaphthylene-8-one ClC=1C=2CCCN3C(CN(C(N1)=O)C32)C(C)C